C(CCCCCCCCCCCCCCCCCCC)(=O)CCCC(=O)OC1=CC=CC=2CC(CCC12)N(CCC=1SC=CC1)CCC 6-(propyl (2-(thien-2-yl) ethyl) amino)-5,6,7,8-tetrahydronaphthalen-1-yl 4-arachidoylbutanoate